(2R)-4,4-difluoro-2-(4-fluorophenyl)-N-[4-(5'-methyl-4'-oxo-3'-phenyl-1',4',5',7'-tetrahydrospiro-[cyclobutane-1,6'-pyrrolo[3,2-c]pyridin]-2'-yl)pyridin-2-yl]butanamide FC(C[C@@H](C(=O)NC1=NC=CC(=C1)C1=C(C=2C(N(C3(CC2N1)CCC3)C)=O)C3=CC=CC=C3)C3=CC=C(C=C3)F)F